C(C)(C)OC1=CC=2N(C=C1C(=O)NC1=NN(C=C1)C)C=C(N2)[C@]21CO[C@](CC2)(C1)C 7-isopropoxy-N-(1-methyl-1H-pyrazol-3-yl)-2-((1R,4S)-1-methyl-2-oxabicyclo[2.2.1]heptan-4-yl)imidazo[1,2-a]pyridine-6-carboxamide